CC1=CC=C(C=C1)S(=O)(=O)O.NC/C(/COC1=CC2=C(N=C(O2)N[C@H](C(=O)NC)CC2=CC=CC=C2)C=C1)=C/F (S,Z)-2-((6-((2-(aminomethyl)-3-fluoro-allyl)oxy)benzo[d]oxazol-2-yl)amino)-N-methyl-3-phenylpropanamide 4-methylbenzenesulfonate